6-methylpyrazolo[1,5-a]pyridine-5-amine CC=1C(=CC=2N(C1)N=CC2)N